FC(C(=O)O)(F)F.COC1=C2C(=NNC2=CC(=C1)\C=C/1\C(NC2=CC=CC=C12)=O)\C=C\C1=CC=NC=C1 (E)-3-((4-methoxy-3-((E)-2-(pyridin-4-yl)vinyl)-1H-indazol-6-yl)methylene)indol-2-one trifluoroacetate salt